FC=1C=C(C=CC1)[C@@H]1N(CCC1)C=1C=CC=2N(N1)C(=CN2)C2=CC=CC(=N2)N2CCN(CC2)CC2CN(C2)C=2C=C1CN(C(C1=CC2)=O)C2C(NC(CC2)=O)=O 3-(5-(3-((4-(6-(6-((R)-2-(3-fluorophenyl)pyrrolidin-1-yl)imidazo[1,2-b]pyridazin-3-yl)pyridin-2-yl)piperazin-1-yl)methyl)azetidin-1-yl)-1-oxoisoindolin-2-yl)piperidine-2,6-dione